(2R,6S)-2,6-dimethyl-N-[2-(1,3-thiazol-4-ylmethyl)-2-azaspiro[3.3]heptan-6-yl]-4-[5-(trifluoromethyl)pyrimidin-2-yl]piperazine-1-carboxamide C[C@H]1N([C@H](CN(C1)C1=NC=C(C=N1)C(F)(F)F)C)C(=O)NC1CC2(CN(C2)CC=2N=CSC2)C1